4,4'-dihydroxy-3,3'-dimethylbiphenyl OC1=C(C=C(C=C1)C1=CC(=C(C=C1)O)C)C